N-[5-(1,3-benzothiazol-4-yl)-4-fluoro-2-[(3R,5S)-3,4,5-trimethylpiperazin-1-yl]phenyl]-4-(difluoromethyl)-1-methyl-6-oxopyridine-3-carboxamide S1C=NC2=C1C=CC=C2C=2C(=CC(=C(C2)NC(=O)C2=CN(C(C=C2C(F)F)=O)C)N2C[C@H](N([C@H](C2)C)C)C)F